CS(=O)(=O)C1=CC(=C(C=C1)NCC#CC=1N(C2=CC=CC(=C2C1)NC1CCN(CC1)CC(CO)O)CC(F)(F)F)OC 3-{4-[(2-{3-[(4-methanesulfonyl-2-methoxyphenyl)amino]prop-1-yn-1-yl}-1-(2,2,2-trifluoroethyl)-1H-indol-4-yl)amino]piperidin-1-yl}propane-1,2-diol